ethyl 3-(3-((5-bromo-1H-pyrrol-2-yl)methyl)phenyl)propanoate BrC1=CC=C(N1)CC=1C=C(C=CC1)CCC(=O)OCC